3-[6-fluoro-5-[4-[(4-fluoro-4-piperidinyl)methyl]piperazin-1-yl]-1-oxo-isoindolin-2-yl]piperidine-2,6-dione FC1=C(C=C2CN(C(C2=C1)=O)C1C(NC(CC1)=O)=O)N1CCN(CC1)CC1(CCNCC1)F